CC1(CN(C=2N=C(N=C(C21)NC)C=O)C2=CC=C(C=C2)OC2=CC=CC=C2)C 5,5-dimethyl-4-(methylamino)-7-(4-phenoxyphenyl)-6,7-dihydro-5H-pyrrolo[2,3-d]pyrimidine-2-carbaldehyde